3-(2-amino-6-(1-((1-(2-hydroxy-2-methylpropyl)-1H-pyrazol-3-yl)methyl)-2-oxo-1,2-dihydropyridin-4-yl)pyrimidin-4-yl)-2-methylbenzonitrile NC1=NC(=CC(=N1)C=1C(=C(C#N)C=CC1)C)C1=CC(N(C=C1)CC1=NN(C=C1)CC(C)(C)O)=O